3-(2-{[(S)-phenyl((3R)-1,2,3,4-tetrahydro-1,5-naphthyridin-3-yl)methyl]amino}ethyl)benzoic acid C1(=CC=CC=C1)[C@H]([C@H]1CNC2=CC=CN=C2C1)NCCC=1C=C(C(=O)O)C=CC1